5-(4-(carboxymethyl)-2,5-dihydroxybenzoylamino)-2-hydroxybenzoic acid C(=O)(O)CC1=CC(=C(C(=O)NC=2C=CC(=C(C(=O)O)C2)O)C=C1O)O